bis-(4-isocyanatocyclohexyl)methane ethyl-2-(6-cyano-1-oxo-1,2,3,4-tetrahydronaphthalen-2-yl)-2-oxoacetate C(C)OC(C(=O)C1C(C2=CC=C(C=C2CC1)C#N)=O)=O.N(=C=O)C1CCC(CC1)CC1CCC(CC1)N=C=O